N-[2-(5-cyanopyridin-2-yl)-5-(2,6-difluoro-4-methoxyphenyl)-1-methyl-3-oxo-2,3-dihydro-1H-pyrazol-4-yl]-4-(difluoromethoxy)benzamide C(#N)C=1C=CC(=NC1)N1N(C(=C(C1=O)NC(C1=CC=C(C=C1)OC(F)F)=O)C1=C(C=C(C=C1F)OC)F)C